N-(4,4-difluorocyclohexyl)-5-(2,3-dimethyl-3H-imidazo[4,5-b]pyridin-5-yl)pyrrolo[2,1-f][1,2,4]triazin-2-amine FC1(CCC(CC1)NC1=NN2C(C=N1)=C(C=C2)C2=CC=C1C(=N2)N(C(=N1)C)C)F